N1(CCNCC1)CCOCCOCCNC(OCC1=CC=CC=C1)=O benzyl (2-(2-(2-(piperazin-1-yl)ethoxy)ethoxy)ethyl)carbamate